3-(1-Oxo-5-(((1R,2S)-2-(((1-(trifluoromethyl)cyclopropyl)methyl)amino)cyclohexyl)oxy)isoindolin-2-yl)piperidin-2,6-dion O=C1N(CC2=CC(=CC=C12)O[C@H]1[C@H](CCCC1)NCC1(CC1)C(F)(F)F)C1C(NC(CC1)=O)=O